Cl.NC(C(=O)OC1(CCCCC1)CCC)(C)C propylcyclohexyl 2-amino-2-methylpropanoate hydrochloride